BrC=1C=C(C2=C(NCCO2)C1)F 6-bromo-8-fluoro-3,4-dihydro-1,4-benzoxazine